tert-butyl 1-(3-((dimethylamino)methylene)-1-oxo-1,3-dihydroisobenzofuran-5-yl)cyclobutane-1-carboxylate CN(C)C=C1OC(C2=CC=C(C=C12)C1(CCC1)C(=O)OC(C)(C)C)=O